6-bicyclo[2.2.1]heptanyl-2-methylpropan-2-enoate C12CCC(CC1OC(C(=C)C)=O)C2